1-(3-hydroxypropyl)-6-(trifluoromethyl)-1,4-dihydroquinoxaline-2,3-dione OCCCN1C(C(NC2=CC(=CC=C12)C(F)(F)F)=O)=O